4-bromo-7-chloro-isoquinoline BrC1=CN=CC2=CC(=CC=C12)Cl